CN(CCCNCCC)C N,N-dimethyl-N'-propyl-1,3-propanediamine